(E)-3-(3-(3-chlorophenyl)-1H-1,2,4-triazol-1-yl)-N-methyl-N-phenylacrylamide ClC=1C=C(C=CC1)C1=NN(C=N1)/C=C/C(=O)N(C1=CC=CC=C1)C